BrCC=1C(=NOC1C1CC1)C1=C(C=CC=C1F)F 4-(Bromomethyl)-5-cyclopropyl-3-(2,6-difluorophenyl)isoxazole